(2S,3S) and (2R,3R)-3-(o-tolyl)butan-2-ol phosphonium [PH4+].C1(=C(C=CC=C1)[C@@H]([C@H](C)O)C)C |r|